5-(4-((1-((1-(3-(dimethylamino)propyl)-3-(4-(trifluoromethoxy)phenyl)-1H-indol-5-yl)methyl)piperidin-4-yl)methyl)piperazin-1-Yl)-2-(2,6-dioxopiperidin-3-yl)isoindoline-1,3-dione CN(CCCN1C=C(C2=CC(=CC=C12)CN1CCC(CC1)CN1CCN(CC1)C=1C=C2C(N(C(C2=CC1)=O)C1C(NC(CC1)=O)=O)=O)C1=CC=C(C=C1)OC(F)(F)F)C